ethyl 4-(2-(3-((8-(2-(3-chlorobenzylidene)hydrazineyl)pyrimido[5,4-d]pyrimidin-4-yl)amino)phenoxy)ethyl)piperazine-1-carboxylate ClC=1C=C(C=NNC2=NC=NC3=C2N=CN=C3NC=3C=C(OCCN2CCN(CC2)C(=O)OCC)C=CC3)C=CC1